2-[4-[(4-benzyloxyphenyl)methyl]-3,5-dimethoxy-phenyl]-4,4,5,5-tetramethyl-1,3,2-dioxaborolane C(C1=CC=CC=C1)OC1=CC=C(C=C1)CC1=C(C=C(C=C1OC)B1OC(C(O1)(C)C)(C)C)OC